5-Ethyl-2-methyl-pyrazole-3-carboxylic acid ethyl ester C(C)OC(=O)C=1N(N=C(C1)CC)C